[Na].C1(=C(C=CC=C1)P)C.C1(=C(C=CC=C1)P)C.C1(=C(C=CC=C1)P)C tris-(o-tolylphosphine) sodium